N-[(1R)-2-[(3R)-3-aminopyrrolidin-1-yl]-1-methyl-2-oxo-ethyl]-4-[[3-[1-(cyanomethyl)-3-(trifluoromethyl)pyrazol-4-yl]imidazo[1,2-a]pyrazin-8-yl]amino]-2-methyl-benzamide N[C@H]1CN(CC1)C([C@@H](C)NC(C1=C(C=C(C=C1)NC=1C=2N(C=CN1)C(=CN2)C=2C(=NN(C2)CC#N)C(F)(F)F)C)=O)=O